C(CCC)N1[C@H]2CCC3=C([C@@H]2C=2C=C(C=CC2C1)C)C=C(C(=C3)O)O (6aS,12bR)-(-)-N-butyl-2-methyl-10,11-dihydroxy-5,6,6a,7,8,12b-hexahydrobenzo[a]phenanthridine